[Si](C)(C)(C(C)(C)C)ON1N=C(C2=CC=C(C=C12)F)I ((tert-butyldimethylsilyl)oxy)-6-fluoro-3-iodo-1H-indazole